C(C1=CC=CC=C1)OC1CN(CC1)C1=C2CCNC2=CC=C1 4-(3-(benzyloxy)pyrrolidin-1-yl)indoline